OC1=C(C=C(C=C1)/C=C/CC1C(C2=CC(=C(C=C2C1)OC)OC)=O)OC 2-((E)-3-(4-hydroxy-3-methoxyphenyl)allyl)-5,6-dimethoxy-2,3-dihydro-1H-indene-1-one